C[N+](CO)(CO)CO tris-(hydroxymethyl)aminomethane